CC1C(OCOC1)=O 3-methyl-1,5-dioxanone